6-Chloro-4-(1-isopropyl-1H-pyrazol-4-yl)pyridin-2-amine ClC1=CC(=CC(=N1)N)C=1C=NN(C1)C(C)C